3,4-dimethyl-N-(3-sulfamoylphenyl)-1-((tetrahydro-2H-pyran-4-yl)methyl)-1H-pyrazole-5-carboxamide CC1=NN(C(=C1C)C(=O)NC1=CC(=CC=C1)S(N)(=O)=O)CC1CCOCC1